ethyl 4-(4-fluorophenyl)-3,5-dioxo-2,3,4,5-tetrahydro-1,2,4-triazin-6-formate FC1=CC=C(C=C1)N1C(NN=C(C1=O)C(=O)OCC)=O